ClC1=C(C=CC=C1)C=1N=C(SC1)NC(=O)C=1C=NC(=NC1)OC N-[4-(2-chlorophenyl)thiazol-2-yl]-2-methoxy-pyrimidine-5-carboxamide